ClC=1C(=NC(=NC1)N1C[C@H]([C@@H](CC1)NC1=CC=C2C(=NN(C2=C1)C)C1C(NC(CC1)=O)=O)C)NC1=CC(=CC=C1)N1C([C@@H](CC1)CO)=O 3-(6-(((3R,4R)-1-(5-chloro-4-((3-((S)-3-(hydroxymethyl)-2-oxopyrrolidin-1-yl)phenyl)amino)pyrimidin-2-yl)-3-methylpiperidin-4-yl)amino)-1-methyl-1H-indazol-3-yl)piperidine-2,6-dione